1-[2-oxo-2-(2-pyridyl)ethyl]pyridine iodide [I-].O=C(CN1CC=CC=C1)C1=NC=CC=C1